N-(1-(3-(2,6-dioxopiperidin-3-yl)benzyl)piperidin-4-yl)-2-fluoro-5-methoxy-4-((4-((2-methyl-3-oxoisoindolin-4-yl)oxy)-5-(trifluoromethyl)pyrimidin-2-yl)amino)benzamide O=C1NC(CCC1C=1C=C(CN2CCC(CC2)NC(C2=C(C=C(C(=C2)OC)NC2=NC=C(C(=N2)OC2=C3C(N(CC3=CC=C2)C)=O)C(F)(F)F)F)=O)C=CC1)=O